2-hydroxy-1-{1-[4-(2-hydroxy-2-methylpropionyl)phenyl]-1,3,3-trimethylindan-5-yl}-2-methylpropan-1-one OC(C(=O)C=1C=C2C(CC(C2=CC1)(C)C1=CC=C(C=C1)C(C(C)(C)O)=O)(C)C)(C)C